2-(3-Chlorophenyl)pyridin-3-yl-[1,2,4]triazolo[1,5-a]pyridin ClC=1C=C(C=CC1)C1=NC=CC=C1C1=NN2C(C=CC=C2)=N1